3-chloro-6-methyl-N-(2-(pyrrolidin-1-yl)ethyl)pyrazin-2-amine ClC=1C(=NC(=CN1)C)NCCN1CCCC1